N-(4-cyano-2-fluoro-phenyl)-5-(3-methyl-2-pyridyl)-1H-pyrrole-3-sulfonamide C(#N)C1=CC(=C(C=C1)NS(=O)(=O)C1=CNC(=C1)C1=NC=CC=C1C)F